Anthraquinone-1-ol C1(=CC=CC=2C(C3=CC=CC=C3C(C12)=O)=O)O